NC1CC2(CC(C2)O)C1 6-aminospiro[3.3]heptan-2-ol